[trans-4-(hydroxymethyl)cyclohexyl]-[(3S)-3-(2-methylthiazol-4-yl)isoxazolidin-2-yl]methanone OC[C@@H]1CC[C@H](CC1)C(=O)N1OCC[C@H]1C=1N=C(SC1)C